F[P-](F)(F)(F)(F)F.N1(N=NC2=C1C=CC=C2)O[P+](N(C)C)(N(C)C)N(C)C ((1H-Benzo[d][1,2,3]triazol-1-yl)oxy)tris(dimethylamino)-phosphonium hexafluorophosphate